BrC=1C=C2C(=NC1C(=O)OC)N=C(S2)SC methyl 6-bromo-2-(methylthio)thiazolo[4,5-b]pyridine-5-carboxylate